N-Benzyl-4-[(E)-3-(3-hydroxyphenyl)prop-2-enoyl]benzenesulfonamide C(C1=CC=CC=C1)NS(=O)(=O)C1=CC=C(C=C1)C(\C=C\C1=CC(=CC=C1)O)=O